(S)-2-((((9H-fluoren-9-yl)methoxy)carbonyl)(methyl)amino)-3-(furan-2-yl)propanoic acid C1=CC=CC=2C3=CC=CC=C3C(C12)COC(=O)N([C@H](C(=O)O)CC=1OC=CC1)C